ClC=1C=C(C=CC1F)NC(N([C@H](C)C1=CNC(C2=CC=CC=C12)=O)C[C@@H]1CC[C@H](CC1)O)=O |&1:11| Racemic-trans-3-(3-Chloro-4-fluorophenyl)-1-((4-hydroxycyclohexyl)methyl)-1-(1-(1-oxo-1,2-dihydroisoquinolin-4-yl)ethyl)urea